N1(CCCCC1)CCC(=O)O 3-(1-piperidinyl)propanoic acid